Cl.C1NCCC2=CC=C(C=C12)C=O 1,2,3,4-tetrahydroisoquinoline-7-carbaldehyde hydrochloride